2-(4-chlorophenylmethyl)(E)-3-(4-chlorophenyl)-3-((1-(hydroxymethyl)cyclopropyl)methoxy)-6-(prop-1-en-2-yl)isoindolin-1-one ClC1=CC=C(C=C1)CN1C(C2=CC(=CC=C2C1(OCC1(CC1)CO)C1=CC=C(C=C1)Cl)C(=C)C)=O